FC=1C(=CC2=C(C(NC=3CNC[C@@H](C23)N(C(=O)NC2=CC(=C(C=C2)F)F)C)=O)C1)F |r| Racemic-1-(8,9-difluoro-6-oxo-1,2,3,4,5,6-hexahydrobenzo[c][1,7]naphthyridin-1-yl)-3-(3,4-difluorophenyl)-1-methylurea